6-[1-(2,2-difluoroethyl)-1H-pyrazolo[3,4-b]pyrazin-6-yl]-2-[2-methyl-6-(trifluoromethyl)pyrimidin-4-yl]-2,6-diazaspiro[3.4]octan-5-one FC(CN1N=CC=2C1=NC(=CN2)N2C(C1(CN(C1)C1=NC(=NC(=C1)C(F)(F)F)C)CC2)=O)F